CC1(OC2=C(O1)C(=C(C=C2C2=CC1=C(OCO1)C=C2)C(=O)NCC=2C(NC(=CC2SC)C)=O)C)C2CCN(CC2)CC(F)(F)F 2,7-dimethyl-N-((6-methyl-4-(methylthio)-2-oxo-1,2-dihydropyridin-3-yl)methyl)-2-(1-(2,2,2-trifluoroethyl)piperidin-4-yl)-[4,5'-bibenzo[d][1,3]dioxol]-6-carboxamide